(3-endo)-3-(2,2-di-2-thienylvinyl)-8,8-dimethyl-8-azoniabicyclo[3.2.1]octane iodide [I-].S1C(=CC=C1)C(=CC1CC2CCC(C1)[N+]2(C)C)C=2SC=CC2